FC1(CCN(CC1)C1=NC(=CC(=N1)C=1C=NN(C1)C1=C(C=C(C=C1)NS(=O)(=O)CCO)N1CCC2(CC2)CC1)C)F N-(4-(4-(2-(4,4-difluoropiperidin-1-yl)-6-methylpyrimidin-4-yl)-1H-pyrazol-1-yl)-3-(6-Azaspiro[2.5]octane-6-yl)phenyl)-2-hydroxyethane-1-sulfonamide